Isonicotinic acid nitrogen [N].C(C1=CC=NC=C1)(=O)O